C(O)(=O)OCCCCO 1,4-butanediol carbonate